N1C(C=CC=C1)=O 2(1H)pyridone